O=C1C(CCCC1)CCC(=O)OCCC#N 2-cyanoethyl 3-(2-oxocyclohexyl)propanoate